OC1=C(C=C(C=C1)CC1COC2=CC(=C(C(=C2C1=O)O)OC)OC)[O-] 2-hydroxy-5-[(5-hydroxy-6,7-dimethoxy-4-oxo-2,3-dihydro-4H-chromen-3-yl)methyl]phenolate